CC=1C=C(C=NC1C)NC(C(=O)N1C(CCC(C1)C)C=1C=CC2=C(N=C(S2)NC)C1)=O N-(5,6-dimethylpyridin-3-yl)-2-(5-methyl-2-(2-(methylamino)benzo[d]thiazol-5-yl)piperidin-1-yl)-2-oxoacetamide